1-((8,8-difluoro-2-oxo-1-oxa-3-azaspiro[4.5]decan-7-yl)methyl)-1H-benzo[d]imidazole-6-carbonitrile FC1(C(CC2(CNC(O2)=O)CC1)CN1C=NC2=C1C=C(C=C2)C#N)F